isopropyl (S)-2-((R)-2-(1H-imidazol-5-yl)-2-methoxyacetamido)-6-diazo-5-oxohexanoate N1C=NC=C1[C@H](C(=O)N[C@H](C(=O)OC(C)C)CCC(C=[N+]=[N-])=O)OC